[C-]1(C(=CC=C1)C=O)C=O.[CH-]1C=CC=C1.[Fe+2] ferrocenedicarbaldehyde